3-[4-benzyl-1-(4-fluorophenyl)-5-oxo-2-{[2-(trimethylsilyl)ethoxy]methyl}pyrazol-3-yl]-N-[(3S)-2-oxopyrrolidin-3-yl]propanamide C(C1=CC=CC=C1)C1=C(N(N(C1=O)C1=CC=C(C=C1)F)COCC[Si](C)(C)C)CCC(=O)N[C@@H]1C(NCC1)=O